FC=1C=2N(C=C(C1OC(C)C)C(=O)NC=1C(N(C=CC1)[C@@H]1[C@H](C1)C)=O)C=C(N2)C21COC(C2)(C1)C 8-fluoro-7-isopropoxy-2-(1-methyl-2-oxabicyclo[2.1.1]hexan-4-yl)-N-(1-((1S,2S)-2-methylcyclopropyl)-2-oxo-1,2-dihydropyridin-3-yl)imidazo[1,2-a]pyridine-6-carboxamide